[N+](=O)([O-])C1=C(C=CC=C1)C=1C2=C(C3=C(N=C(N3C3=CC=CC=C3)C3=CC=CC=C3)C1)C=CC=C2 5-(2-Nitrophenyl)-1,2-diphenyl-benzo[e]benzimidazol